N-(4-(4-Amino-1-(tetrahydrofuran-3-yl)-1H-pyrazolo[3,4-d]pyrimidin-3-yl)phenyl)-2-(4-Chlorophenyl)-6-isopropyl-3-oxo-2,3-dihydropyridazine-4-carboxamide NC1=C2C(=NC=N1)N(N=C2C2=CC=C(C=C2)NC(=O)C=2C(N(N=C(C2)C(C)C)C2=CC=C(C=C2)Cl)=O)C2COCC2